C(C)(=O)C1=CC(=NC=C1)NC([C@H](C1CCC(CC1)(F)F)NC(OCCCC)=O)=O butyl (S)-(2-((4-acetylpyridin-2-yl)amino)-1-(4,4-difluorocyclohexyl)-2-oxoethyl)carbamate